BrC1=CC=C(C(=N1)N1CCCCC1)C 6-Bromo-3-methyl-2-(piperidin-1-yl)pyridine